2-phenylethane-1-sulfonic acid formamidine salt C(=N)N.C1(=CC=CC=C1)CCS(=O)(=O)O